NOC[C@@H](CC1=C(C=C(C=C1)C)C)NC(C1=CC(=NC=C1OC1=CC(=CC=C1)C(F)(F)F)Cl)=O |r| N-[(2RS)-1-(aminooxy)-3-(2,4-dimethylphenyl)propan-2-yl]-2-chloro-5-[3-(trifluoromethyl)phenoxy]isonicotinamide